C1(CC1)C1=CC(=C(C=C1)C1[C@@H]2CN(C[C@H]12)C(=O)C1CC2(C1)NC(OC2)=O)C (2s,4s)-2-((1r,5s,6s)-6-(4-cyclopropyl-2-methylphenyl)-3-azabicyclo[3.1.0]hexane-3-carbonyl)-7-oxa-5-azaspiro[3.4]octan-6-one